2-bromo-1-chloro-3-fluoro-5-(trifluoromethyl)benzene BrC1=C(C=C(C=C1F)C(F)(F)F)Cl